C1(CC1)C=1C=C(C(=NC1)C)C1=C2CCN(C(C2=CC(=C1)CCN(C)CC)=O)[C@@H](C)C1=NC=C(C#N)C(=C1)OCC (S)-6-(1-(5-(5-cyclopropyl-2-methylpyridin-3-yl)-7-(2-(ethyl(methyl)amino)ethyl)-1-oxo-3,4-dihydroisoquinolin-2(1H)-yl)ethyl)-4-ethoxynicotinonitrile